FC(C(=O)N)(C1=CC=C(C=C1)C1=CC=C(C=C1)F)F 2,2-difluoro-2-(4'-fluoro-[1,1'-biphenyl]-4-yl)acetamide